N-tertiary butyl-1H-indazole-7-carboxamide C(C)(C)(C)NC(=O)C=1C=CC=C2C=NNC12